FC(C1=CC(=C(C=C1)C1(CC1)C(=O)O)OC)F 1-[4-(difluoromethyl)-2-methoxyphenyl]cyclopropane-1-carboxylic acid